Isopropyl((4'-((2-(tert-butyl)-1H-imidazol-1-yl)methyl)-5-isobutyl-[1,1'-biphenyl]-2-yl)sulfonyl)carbamate C(C)(C)OC(NS(=O)(=O)C1=C(C=C(C=C1)CC(C)C)C1=CC=C(C=C1)CN1C(=NC=C1)C(C)(C)C)=O